C(CCCC)C1=NC2=NC=CC=C2C=C1 n-amyl-naphthyridine